C[C@@H]1CN(C[C@@H](N1)C)C1=CC=CC(=N1)CNC=1C2=C(N=CC1)NC=C2C=2C=NC(=CC2)C N-((6-((3R,5S)-3,5-dimethylpiperazin-1-yl)pyridin-2-yl)methyl)-3-(6-methylpyridin-3-yl)-1H-pyrrolo[2,3-b]pyridin-4-amine